FC(C1CN(CC1)C1=CC=C(C=N1)C1CN(C1)C(=O)OC[C@H]1NC(OC1)=O)(F)F (+)-[(4S)-2-Oxooxazolidin-4-yl]methyl 3-[6-[3-(trifluoromethyl)pyrrolidin-1-yl]-3-pyridyl]azetidine-1-carboxylate